1-(Imidazo[1,2-a]pyridin-3-ylmethyl)-N-(3-(trifluoromethyl)phenyl)indolin-6-carboxamid N=1C=C(N2C1C=CC=C2)CN2CCC1=CC=C(C=C21)C(=O)NC2=CC(=CC=C2)C(F)(F)F